ClC1=CC=C(C=C1)NC(N(CCN1CCOCC1)C1=CC=C(C=C1)NC(CN1CCOCC1)=O)=O N-(4-{3-(4-chlorophenyl)-1-[2-(4-morpholinyl)ethyl]ureido}phenyl)-2-morpholinoacetamide